4-fluoro-N-{phenyl[4-(propan-2-yl)phenyl]methyl}-1-{[(pyridin-3-yl)carbamoyl]carbonyl}pyrrolidine-2-carboxamide FC1CC(N(C1)C(=O)C(NC=1C=NC=CC1)=O)C(=O)NC(C1=CC=C(C=C1)C(C)C)C1=CC=CC=C1